NICKEL LITHIUM MANGANATE OXIDE [Mn](=O)(=O)([O-])([O-])=O.[Li+].[Ni+2]